7-oxo-1-azabicyclo[3.2.0]hept-2-ene-2-carboxylic acid 4-nitrobenzyl ester [N+](=O)([O-])C1=CC=C(COC(=O)C=2N3C(CC3CC2)=O)C=C1